6-(1-methyl-1H-pyrazol-4-yl)pyrazolo[1,5-a]Pyridine-3-carboxylic acid CN1N=CC(=C1)C=1C=CC=2N(C1)N=CC2C(=O)O